5-(tert-butyl)-1,2,3,6-tetrahydropyridine hydrochloride salt Cl.C(C)(C)(C)C1=CCCNC1